COC1=CC=C(C=C1)C1=NN2C(=NC=3C=CC(=CC3C2=N1)C)NC=1C(N=CC=CC1)=O (3R)-3-{[2-(4-methoxyphenyl)-9-methyl-[1,2,4]triazolo[1,5-c]quinazolin-5-yl]amino}azepin-2-one